Methyl 5-amino-4-(((1-ethyl-1H-imidazol-5-yl)methyl)amino)thiophene-2-carboxylate NC1=C(C=C(S1)C(=O)OC)NCC1=CN=CN1CC